spiro[cyclopropane-1,1-naphthalene] C12(CC=CC3=CC=CC=C13)CC2